S1SSSSNC1 1,2,3,4,5-pentathiazepan